COC1=CC2=C(C=CC=C2N3CCN(CC3)CCNC(=O)C4=CC=C(C=C4)F)C=C1.Cl The molecule is a hydrochloride salt that is obtained by reaction of 4-fluoro-N-{2-[4-(7-methoxynaphthalen-1-yl)piperazin-1-yl]ethyl}benzamide with one equivalent of hydrogen chloride. Highly potent selective 5-HT1A receptor full agonist (pKi values are 9.0, 6.6, 7.5, 6.6 and < 6.0 for 5-HT1A, 5-HT1B, 5-HT1C, 5-HT2 and 5-HT3 receptors respectively). Possibly binds between the agonist binding site and the G protein interaction switch site, affecting the activation mechanism, and may display positive cooperativity. Anxiolytic following central administration in vivo. It has a role as a serotonergic agonist and an anxiolytic drug. It contains a 4-fluoro-N-{2-[4-(7-methoxynaphthalen-1-yl)piperazin-1-yl]ethyl}benzamide(1+).